2-((1-fluorocyclopropyl)methyl)isoindolin FC1(CC1)CN1CC2=CC=CC=C2C1